FC1=CC=C(S1)C=1C=C2C(=NC1)N(C(N2CC=2N=NC=CC2)=O)C 6-(5-fluoro-2-thienyl)-3-methyl-1-(pyridazin-3-ylmethyl)imidazo[4,5-b]pyridin-2-one